C(C)(=O)N[C@H](C(=O)N1[C@@H]([C@H]2C([C@H]2C1)(C)C)C(=O)N[C@@H](C[C@H]1C(NCC1)=O)C#N)C(C)(C)C (1R,2S,5S)-3-((S)-2-acetamido-3,3-dimethylbutyryl)-N-((S)-1-cyano-2-((S)-2-oxopyrrolidin-3-yl)ethyl)-6,6-dimethyl-3-azabicyclo[3.1.0]hexane-2-carboxamide